NCCCCCCCNC(COC1=CC=C(C=C1)C1C(NC(CC1)=O)=O)=O N-(7-aminoheptyl)-2-[4-(2,6-dioxo-3-piperidyl)phenoxy]Acetamide